FC1=CC(=CC2=C1NC(=N2)C2=CC(=NN2)NC(=O)C=2C=NC(=CC2)N2CCC(CC2)OC)OC N-[5-(7-fluoro-5-methoxy-1H-benzimidazol-2-yl)-1H-pyrazol-3-yl]-6-(4-methoxy-1-piperidyl)pyridine-3-carboxamide